methyl (E)-3-[5-(benzenesulfonyl)-1-(4-fluorophenyl)-2-isopropyl-pyrrolo[2,3-f]indol-3-yl]prop-2-enoate C1(=CC=CC=C1)S(=O)(=O)N1C=CC=2C=C3C(=CC12)C(=C(N3C3=CC=C(C=C3)F)C(C)C)/C=C/C(=O)OC